ClC1=C(C=C(C=C1)OC)C1=C(C=CC(=C1)N(C)C)S(=O)(=O)N1CCC(CC1)(C(=O)N[C@@H](C)\C=C/S(=O)(=O)C)F (S,Z)-1-((2'-chloro-5-(dimethylamino)-5'-methoxy-[1,1'-biphenyl]-2-yl)sulfonyl)-4-fluoro-N-(4-(methylsulfonyl)but-3-en-2-yl)piperidine-4-carboxamide